The molecule is a dicarboximide that is (3aR,4S,7R,7aS)-hexahydro-1H-4,7-methanoisoindole-1,3(2H)-dione which is substituted by a 4-[4-(pyrimidin-2-yl)piperazin-1-yl]butyl group at position 2. It is a potent and selective 5-HT1A receptor partial agonist (Ki = 27 nM). It has a role as an antidepressant and an anxiolytic drug. It is a N-alkylpiperazine, a N-arylpiperazine, a member of pyrimidines, a bridged compound and a dicarboximide. It is a conjugate base of a tandospirone(1+). C1C[C@H]2C[C@@H]1[C@H]3[C@@H]2C(=O)N(C3=O)CCCCN4CCN(CC4)C5=NC=CC=N5